N,1,1-trimethyl-7-(trifluoromethyl)isochroman-4-amine CNC1COC(C2=CC(=CC=C12)C(F)(F)F)(C)C